(5S)-3-bromo-5-[1-[(4-tert-butylphenyl)methyl]-4-piperidyl]-4,5-dihydroisoxazole BrC1=NO[C@@H](C1)C1CCN(CC1)CC1=CC=C(C=C1)C(C)(C)C